CC1(NN(C(=C1)C(=O)N)[C@@H](C)C1=CC=C(C=C1)C)C(=O)N 3-methyl-1-((S)-1-(p-tolyl)ethyl)-1H-pyrazole-3,5-dicarboxamide